ClC1=CC=C(CSC2=NN=C3N2C(=CC(N3)=O)C)C=C1 3-[(4-chlorobenzyl)sulfanyl]-5-methyl[1,2,4]triazolo[4,3-a]pyrimidin-7(8H)-one